methyl 1-((1-(cyclopropylmethyl)-1H-pyrazol-4-yl)sulfonyl)-4-(1-(4-fluorophenyl)-1H-indazol-5-yl)piperazine-2-carboxylate C1(CC1)CN1N=CC(=C1)S(=O)(=O)N1C(CN(CC1)C=1C=C2C=NN(C2=CC1)C1=CC=C(C=C1)F)C(=O)OC